tert-Butyl (2S)-2-{[(3-Chloro-1H-indol-5-yl)methyl]carbamoyl}azetidine-1-carboxylate ClC1=CNC2=CC=C(C=C12)CNC(=O)[C@H]1N(CC1)C(=O)OC(C)(C)C